ClC=1C(=C(C=CC1O)C(C)=O)O 1-(3-chloro-2,4-dihydroxy-phenyl)ethanone